2-(1-(2-Diphenylmethyl-4-cyclopentyl-6-methylphenylimino)ethyl)-8-(2-diphenylmethyl-4-cyclopentyl-6-methylphenylimino)-5,6,7-trihydroquinolinecarboxylic acid chloride C1(=CC=CC=C1)C(C1=C(C(=CC(=C1)C1CCCC1)C)N=C(C)C1(NC=2C(CCCC2C=C1)=NC1=C(C=C(C=C1C)C1CCCC1)C(C1=CC=CC=C1)C1=CC=CC=C1)C(=O)Cl)C1=CC=CC=C1